(R)-3-(6-chloro-2-(2-methoxyacetyl)-1,2,3,4-tetrahydroisoquinolin-8-yl)morpholine-4-carboxylic acid tert-butyl ester C(C)(C)(C)OC(=O)N1[C@@H](COCC1)C=1C=C(C=C2CCN(CC12)C(COC)=O)Cl